FC(C=1NC2=CC(=CC=C2C1)C(=O)O)(F)F 2-(trifluoromethyl)-1H-indole-6-carboxylic acid